P(=O)(O)(O)OC[C@H]([C@H](C(CO)=O)O)O D-ribulose 5-phosphate